O-(tert-butyldimethylsilyl)thymidine [Si](C)(C)(C(C)(C)C)O[C@H]1C[C@@H](O[C@@H]1CO)N1C(=O)NC(=O)C(C)=C1